1-(3-(4-(2-methoxyethoxy)phenyl)-6-pentylpyrazin-2-yl)piperidine-4-carboxylic acid COCCOC1=CC=C(C=C1)C=1C(=NC(=CN1)CCCCC)N1CCC(CC1)C(=O)O